(tetrahydrofuran-2-carboxamido)picolinamide O1C(CCC1)C(=O)NC=1C(=NC=CC1)C(=O)N